methyl stearidonate C(CCCC\C=C/C\C=C/C\C=C/C\C=C/CC)(=O)OC